CC1=C(C=CC(=C1)C)C=1C=C2C=NN(C(C2=CC1)=O)C1=NC=C(C=N1)N1CC(CC1)O 6-(2,4-dimethylphenyl)-2-(5-(3-hydroxypyrrolidin-1-yl)pyrimidin-2-yl)phthalazin-1(2H)-one